C1(=CC=CC=C1)N1N=C(C=C1)\C=C/1\C(NC(S1)=O)=O (5Z)-5-[[1-phenylpyrazol-3-yl]methylene]thiazolidine-2,4-dione